BrC=1C=C2C(=NC1F)OC(C2)(C)C 5-Bromo-6-fluoro-2,2-dimethyl-2,3-dihydrofuro[2,3-b]pyridine